4-cyano-2-(6-cyclopropyl-2-pyridyl)benzoic acid C(#N)C1=CC(=C(C(=O)O)C=C1)C1=NC(=CC=C1)C1CC1